CC(C)NC[C@@H](C1=CC(=CC(=C1)O)O)O The molecule is a 5-[1-hydroxy-2-(isopropanylamino)ethyl]benzene-1,3-diol that is the (R)-enantiomer of orciprenaline. It is a conjugate base of a (R)-orciprenaline(1+). It is an enantiomer of a (S)-orciprenaline.